C(C#C)C1=CC=C(C#N)C=C1 4-(2-propynyl)benzonitrile